CN1N=CC(=C1)C=1C=C(C=2N(C1)N=CC2)NCC2[C@@H]1CN(C[C@H]21)C(=O)OC(C)(C)C tert-butyl (1R,5S,6s)-6-(((6-(1-methyl-1H-pyrazol-4-yl)pyrazolo[1,5-a]pyridin-4-yl)amino)methyl)-3-azabicyclo[3.1.0]hexane-3-carboxylate